(S or R)-5-(5-(2-hydroxy-6-methyl-4-(trifluoromethyl)phenyl)-2H-[1,2,3]triazolo[4,5-b]pyridin-2-yl)piperidin-2-one OC1=C(C(=CC(=C1)C(F)(F)F)C)C=1C=CC=2C(N1)=NN(N2)[C@H]2CCC(NC2)=O |o1:21|